ClC1=C(C=CC(=N1)NC(C)=O)I N-(6-chloro-5-iodopyridin-2-yl)acetamide